C(C)OC(=O)C=1C(N(C(NC1)=O)C1=C(C=CC=C1)C)=O 3-(2-Methylphenyl)-2,4-dioxo-1,2,3,4-tetrahydropyrimidine-5-carboxylic acid ethyl ester